((4-(methylcarbamoyl)thiophen-2-yl)methyl)-2-oxo-2,3-dihydro-1H-benzo[d]imidazole-1-carboxylic acid tert-butyl ester C(C)(C)(C)OC(=O)N1C(N(C2=C1C=CC=C2)CC=2SC=C(C2)C(NC)=O)=O